ClS(=O)(=O)C1CCN(CC1)C(=O)OCC1=CC=CC=C1 benzyl 4-(chlorosulfonyl)piperidine-1-carboxylate